4-bromopentyl butyrate C(CCC)(=O)OCCCC(C)Br